COC=1C(=CC2=CN(N=C2C1)C1CCC(CC1)CN1CCNCC1)NC(=O)C1=NC(=CC=C1)C(F)(F)F N-[6-methoxy-2-[4-(piperazin-1-ylmethyl)cyclohexyl]Indazol-5-yl]6-(trifluoromethyl)pyridine-2-Formamide